[Si](C)(C)(C(C)(C)C)OC(CN1C(NC2=CC=CC=C2C1=O)=O)CN1CC2=CC=CC=C2CC1 3-{2-[(tert-Butyldimethylsilyl)oxy]-3-(1,2,3,4-tetrahydroisoquinolin-2-yl)propyl}-1,2,3,4-tetrahydroquinazoline-2,4-dione